N1=C(C=CC=C1)\C(\C)=N\NC(=S)NCC(=O)OCC Ethyl (E)-(2-(1-(pyridin-2-yl)ethylidene)hydrazine-1-carbonothioyl)glycinate